O=C1NC(C2(CC2)C1)(C(=O)O)C(=O)O 6-oxo-5-azaspiro[2.4]heptan-4,4-dicarboxylic acid